1-(cyclopropylmethyl)-1H-indol C1(CC1)CN1C=CC2=CC=CC=C12